tert-butyl 4-((tert-butyldiphenylsilyl) oxy)-2-oxopyrrolidine-1-carboxylate [Si](C1=CC=CC=C1)(C1=CC=CC=C1)(C(C)(C)C)OC1CC(N(C1)C(=O)OC(C)(C)C)=O